N-(2-methyl-1-(pyridin-2-yloxy)propan-2-yl)-6,7-dihydro-5H-cyclopenta[b]pyridine-3-carboxamide CC(COC1=NC=CC=C1)(C)NC(=O)C=1C=C2C(=NC1)CCC2